CN1C2=C(C=3C=CC(=CC13)N1CCN(CC1)CCCOCCOCCOCCOCCOC=1C=C(C(=CC1)C(=O)OC)C(=O)OC)C=NC=C2 Dimethyl 4-[2-[2-[2-[2-[3-[4-(5-methylpyrido[4,3-b]indol-7-yl) piperazin-1-yl]propoxy]ethoxy]ethoxy]ethoxy]ethoxy]benzene-1,2-dicarboxylate